C(#N)[C@H](C[C@H]1C(NCC1)=O)NC([C@H](C1=CC=CC=C1)N1C(=CC2=C(C=CC=C12)OC)C(=O)N)=O ((S)-2-(((S)-1-cyano-2-((S)-2-oxopyrrolidin-3-yl)ethyl)amino)-2-oxo-1-phenylethyl)-4-methoxy-1H-indole-2-carboxamide